CS(=O)(=O)C=1C=CC=2C3=C(C(=NC2C1)C1=NC=CC=C1)N=C(N=C3)N 8-(methylsulfonyl)-5-(pyridin-2-yl)pyrimido[4,5-c]quinolin-3-amine